((3aR,6aS)-5-(4-(2-fluoropropane-2-yl)-6-methylpyridin-2-yl)hexahydropyrrolo[3,4-c]pyrrol-2(1H)-yl)methanone FC(C)(C)C1=CC(=NC(=C1)C)N1C[C@@H]2[C@H](C1)CN(C2)C=O